(dimethylamino)-N,N-dimethyl(3H-[1,2,3]triazolo[4,5-b]pyridin-3-yloxy)methaniminium CN(C)C(=[N+](C)C)ON1N=NC=2C1=NC=CC2